calcium di(hydrogen sulfite) S(=O)(O)[O-].S(=O)(O)[O-].[Ca+2]